4-azido-1-((N,N-dimethylamino)sulfonyl)-3,3-dimethyl-2-butyl succinimidyl carbonate C(OC(CS(=O)(=O)N(C)C)C(CN=[N+]=[N-])(C)C)(ON1C(CCC1=O)=O)=O